C(C1=CC=CC=C1)N1CCC(CC1)C(=O)NCC1=C(C(=CC=C1)Cl)Cl 1-benzyl-N-(2,3-dichlorobenzyl)piperidine-4-carboxamide